O[C@@H]1CC2=C[C@H]([C@H]3[C@@H]4CC[C@H]([C@@H](CCCC(C)C)C)[C@]4(CC[C@@H]3[C@]2(CC1)C)C)O 3β,7α-Dihydroxycholest-5-en